1-(4-((4-((4'-fluoro-4-methoxy-3'-(trifluoromethyl)-[1,1'-biphenyl]-3-yl)amino)-7-methoxyquinazolin-6-yl)oxy)piperidin-1-yl)prop-2-en-1-one FC1=C(C=C(C=C1)C1=CC(=C(C=C1)OC)NC1=NC=NC2=CC(=C(C=C12)OC1CCN(CC1)C(C=C)=O)OC)C(F)(F)F